(S)-6-(4-cyclopropyl-6-methoxypyrimidin-5-yl)-1-(1-(4-(1-isopropyl-4-(trifluoromethyl)-1H-imidazol-2-yl)phenyl)ethyl)-3-methoxy-1H-pyrazolo[3,4-d]pyrimidine C1(CC1)C1=NC=NC(=C1C1=NC=C2C(=N1)N(N=C2OC)[C@@H](C)C2=CC=C(C=C2)C=2N(C=C(N2)C(F)(F)F)C(C)C)OC